C(C)(C)(C)OC(=O)N1C(C(NCC1)C)C=1C2=C(N=CN1)N(C=C2C2CC2)C=2C=NC=C(C2)Cl (7-(5-Chloropyridin-3-yl)-5-cyclopropyl-7H-pyrrolo[2,3-d]pyrimidin-4-yl)-3-methylpiperazine-1-carboxylic acid tert-butyl ester